tert-butyl (2-(6-((tert-butoxycarbonyl)oxy)benzo[b]thiophen-5-yl)ethyl)carbamate C(C)(C)(C)OC(=O)OC=1C(=CC2=C(SC=C2)C1)CCNC(OC(C)(C)C)=O